ClC1=C(CC2=CC=C(N)C=C2)C=CC(=C1)F 4-(2-chloro-4-fluorobenzyl)aniline